CC1=C(C=2N=C3N(CCN(C3)C(CCOCCC)=O)C2N=C1)C 1-(3-(3,4-dimethyl-8,9-dihydropyrido[3',2':4,5]imidazo[1,2-a]pyrazin-7(6H)-yl)-3-oxopropoxy)propan